C(CC)(=O)OCCCC\C=C/CC (Z)-5-Octenyl propionate